1,1,1,2,2,3,4,5,5,5-decafluoro-3-methoxyl-4-(trifluoromethyl)pentane FC(C(C(C(C(F)(F)F)(C(F)(F)F)F)(OC)F)(F)F)(F)F